C(C)(=O)C1=CC=C(OC2=CC=C(OC3CN(C3)C=3C(=C(C(=O)OC)C=CC3)N3C=CC=C3)C=C2)C=C1 Methyl 3-(3-(4-(4-acetylphenoxy)phenoxy)azetidin-1-yl)-2-(1H-pyrrol-1-yl)benzoate